ClC1=C2CCCCC2=CC=C1 5-chloro-1,2,3,4-tetrahydronaphthalene